bicyclo[2.2.1]hept-5-ene-2,3-dicarboxylic acid di-n-butyl ester C(CCC)OC(=O)C1C2C=CC(C1C(=O)OCCCC)C2